11-Hydroxynonacosa-13,16-dienoic acid OC(CCCCCCCCCC(=O)O)CC=CCC=CCCCCCCCCCCCC